(S)-3-(3-chloro-4-fluorophenyl)-1-(3-hydroxypropyl)-1-(5-oxo-2,3,4,5-tetrahydro-1H-cyclopenta[c]isoquinolin-1-yl)urea ClC=1C=C(C=CC1F)NC(N([C@H]1CCC=2NC(C=3C=CC=CC3C21)=O)CCCO)=O